FC=1C(=C(C=C(C1)C)[C@@H](C(=O)O)N1C[C@@H](CC1)OCCCCCC1=NC=2NCCCC2C(=C1)OC)OC (S)-2-(3-fluoro-2-methoxy-5-methylphenyl)-2-((R)-3-((5-(4-methoxy-5,6,7,8-tetrahydro-1,8-naphthyridin-2-yl)pentyl)oxy)pyrrolidin-1-yl)acetic acid